3-formylnaphthalene-2-amine C(=O)C=1C(=CC2=CC=CC=C2C1)N